N1,N2-di(1-phenylethyl)propane-1,2-diamine C1(=CC=CC=C1)C(C)NCC(C)NC(C)C1=CC=CC=C1